ClC=1C=C(C=CC1Cl)NC(=O)N1[C@@H]2CC[C@H]1CC=1C=[N+](C=CC12)[O-] (5R,8S)-10-((3,4-dichlorophenyl)carbamoyl)-6,7,8,9-tetrahydro-5H-5,8-epiminocyclohepta-[c]pyridine 2-oxide